COC(=O)[C@@H]1CC[C@H]2N1C([C@H](CN(CC2)C(C)=O)NC(=O)OC(C)(C)C)=O (5S,8S,10aR)-3-acetyl-5-((tert-butoxycarbonyl)amino)-6-oxo-decahydropyrrolo[1,2-a][1,5]diazocine-8-carboxylic acid methyl ester